1-methyl-4-{2-[(3R)-3-methylmorpholin-4-yl]-8-(1H-pyrazol-5-yl)-1,7-naphthyridin-4-yl}piperazin-2-one CN1C(CN(CC1)C1=CC(=NC2=C(N=CC=C12)C1=CC=NN1)N1[C@@H](COCC1)C)=O